(E)-1,4-dimethoxy-2-(2-nitrobut-1-en-1-yl)-5-pentylbenzene COC1=C(C=C(C(=C1)CCCCC)OC)\C=C(/CC)\[N+](=O)[O-]